1-[3-(difluoromethyl)-2-fluorophenyl]ethylamine FC(C=1C(=C(C=CC1)C(C)N)F)F